OC[C@H](C)N1C=NC2=C(C1=O)C=C(N=C2N2N=CC=C2)C2=NC=C(C=C2)C(F)(F)F (S)-3-(1-hydroxy-prop-2-yl)-8-(1H-pyrazol-1-yl)-6-(5-(trifluoromethyl)pyridin-2-yl)pyrido[3,4-d]pyrimidin-4(3H)-one